4-((2S,SR)-4-acryloyl-2,5-dimethylpiperazin-1-yl)-1-(4,6-diisopropylpyrimidin-5-yl)-6-fluoro-7-(2-fluorophenyl)pyrido[2,3-d]pyrimidin-2(1H)-one C(C=C)(=O)N1C[C@@H](N(C[C@@H]1C)C=1C2=C(N(C(N1)=O)C=1C(=NC=NC1C(C)C)C(C)C)N=C(C(=C2)F)C2=C(C=CC=C2)F)C |&1:9|